ClC=1C=CC(=C(C1)O)CN1C[C@@H]2CN[C@H]([C@@H]2C1)C 5-chloro-2-(((3aS,4S,6aS)-4-methylhexahydropyrrolo[3,4-c]pyrrol-2(1H)-yl)methyl)phenol